ClC=1N=NC=2C(=CCCC2C1)O[Si](C(C)C)(C(C)C)C(C)C (3-chloro-5,6-dihydrocinnoline-8-yl)oxy-triisopropylsilane